C(C)OC(N(CC=O)CC=C)=O allyl-(2-oxoethyl)carbamic acid ethyl ester